6-chloro-3-methoxy-4-methylpyridin-2-amine ClC1=CC(=C(C(=N1)N)OC)C